BrC=1N=C2N(C1)C(CC2)C2=CC(=CC(=C2)F)F 2-bromo-5-(3,5-difluorophenyl)-6,7-dihydro-5H-pyrrolo[1,2-a]imidazole